F[C@@H]1[C@H]([C@@H]2CN[C@]1(C2)C)OC2=CC=C(N=N2)C2=C(C=C(C=C2)C2=CC(=NC=C2)OC)O 2-(6-(((1S,4S,5S,6S)-6-fluoro-1-methyl-2-azabicyclo[2.2.1]heptan-5-yl)oxy)pyridazin-3-yl)-5-(2-methoxypyridin-4-yl)phenol